N-((4R,5S,7R,8R,9S,10R)-8,10-dihydroxy-7-(hydroxymethyl)-9-(4-(3,4,5-trifluorophenyl)-1H-1,2,3-triazol-1-yl)-1,6-dioxaspiro[4.5]decan-4-yl)-1-naphthamide O[C@H]1[C@H](O[C@@]2([C@@H](CCO2)NC(=O)C2=CC=CC3=CC=CC=C23)[C@@H]([C@H]1N1N=NC(=C1)C1=CC(=C(C(=C1)F)F)F)O)CO